bicyclo[1.1.1]pentane-1-carboxylic acid hydrochloride Cl.C12(CC(C1)C2)C(=O)O